7-bromo-6-fluoro-2-methyl-4-oxo-3,4-dihydroquinazoline-5-carbonitrile BrC=1C(=C(C=2C(NC(=NC2C1)C)=O)C#N)F